5,6-DIMETHYLBENZIMIDAZOLE CC1=CC2=C(N=CN2)C=C1C